C12C3C(CCCC3C(C=C1)C2)=O tricyclo[6.2.1.02,7]undec-9-en-3-one